[Cl-].C(C=C)(=O)NCC[N+](C)(C)C [2-(acryloylamino)ethyl]trimethylammonium chloride